8'-Bromo-7'-fluoro-3'-methyl-3-phenoxyspiro[cyclobutane-1,1'-pyrrolo[2,3-c]quinolin]-2'(3'H)-one BrC1=CC=2C3=C(C=NC2C=C1F)N(C(C31CC(C1)OC1=CC=CC=C1)=O)C